2-[4-methyl-3-[6-methyl-5-(1-methylpyrazolo[3,4-c]pyridin-4-yl)pyrazin-2-yl]-2-oxo-benzimidazol-1-yl]-N-(2,2,2-trifluoroethyl)acetamide CC1=CC=CC=2N(C(N(C21)C2=NC(=C(N=C2)C2=C1C(=CN=C2)N(N=C1)C)C)=O)CC(=O)NCC(F)(F)F